(2,5-diisopropoxy-4-methoxyphenyl)(5-isopropoxybenzo[d]thiazol-2-yl)methanone C(C)(C)OC1=C(C=C(C(=C1)OC)OC(C)C)C(=O)C=1SC2=C(N1)C=C(C=C2)OC(C)C